C1(=CC=C(C=C1)S(=O)(=O)N1CCCC2=CC(=CC=C12)C(=O)O)C1=CC=CC=C1 1-([1,1'-biphenyl]-4-ylsulfonyl)-1,2,3,4-tetrahydroquinoline-6-carboxylic acid